CC1=NOC(=C1)CC(=O)NC1=NNC(=C1)[C@H]1C[C@@H](CC1)CC(=O)O 2-((1R,3R)-3-(3-(2-(3-methylisoxazol-5-yl)acetamido)-1H-pyrazol-5-yl)cyclopentyl)acetic acid